[Sn].[Cu] copper stannum